6-(4-((3S)-3-methyl-1-(3-oxo-4-(trifluoromethyl)-3,5,6,7-tetrahydro-2H-cyclopenta[c]pyridazin-7-yl)pyrrolidin-3-carbonyl)piperazin-1-yl)nicotinonitrile C[C@]1(CN(CC1)C1CCC=2C1=NNC(C2C(F)(F)F)=O)C(=O)N2CCN(CC2)C2=NC=C(C#N)C=C2